C(C)(C)(C)OC(NC1(CCN(CC1)C1=NC(=C2C(=N1)NN=C2C2=CC1=CC=CC=C1C=C2)C#N)C)=O (1-(4-cyano-3-(naphthalen-2-yl)-1H-pyrazolo[3,4-d]pyrimidin-6-yl)-4-methylpiperidin-4-yl)carbamic acid tert-butyl ester